C(CN(CC(=O)O)CC(=O)O)N(CC(=O)O)CC(=O)O 2,2',2'',2'''-(Ethane-1,2-diyldinitrilo)tetraacetic acid